C(C1=C(C(=CC(=C1)C)C(C)(C)C)O)C1=C(C(=CC(=C1)C)C(C)(C)C)O 2,2'-methylenebis(4-methyl-6-tert-butyl-phenol)